BrC1=C(C=C(C=C1)N1C(O[C@H](C1)CO)=O)F (R)-3-(4-bromo-3-fluorophenyl)-5-(hydroxymethyl)Oxazolidin-2-one